(E)-3-(5-AMINOFURAN-2-YL)ACRYLALDEHYDE NC1=CC=C(O1)/C=C/C=O